ClC=1C=NC(=NC1)C1(CC1)N 1-(5-chloropyrimidin-2-yl)cyclopropylamine